NC=1C2=C(N=CN1)N(C=C2C2=CC=C(C#N)C=C2)[C@@H]2O[C@@H]([C@H]([C@H]2O)O)CSCC=2C(=NC=NC2C2=CC=CC=C2)C 4-(4-Amino-7-((2R,3R,4S,5S)-3,4-dihydroxy-5-((((4-methyl-6-phenylpyrimidin-5-yl)methyl)thio)methyl)tetrahydrofuran-2-yl)-7H-pyrrolo[2,3-d]pyrimidin-5-yl)benzonitrile